BrC1=C(C=C(C=C1)C(CC(C(=O)OC)C(=O)OC)=O)C(F)(F)F dimethyl {2-[4-bromo-3-(trifluoromethyl)phenyl]-2-oxoethyl}malonate